ClC1=C(C=2N=C(N=C(C2C=N1)N1CC2(CCC(C1)N2C(=O)OC(C)(C)C)COC)OC[C@]21CCCN1C[C@@H](C2)F)F Tert-butyl 3-(7-chloro-8-fluoro-2-(((2R,7aS)-2-fluorotetrahydro-1H-pyrrolizin-7a-yl)methoxy)pyrido[4,3-d]pyrimidin-4-yl)-1-(methoxymethyl)-3,8-diazabicyclo[3.2.1]octan-8-carboxylate